OC1(CC(C1)NC1=NN=C(C2=CC=CC=C12)C1=C(C=C(C=C1)C(F)(F)F)O)C 2-(4-((3-hydroxy-3-methylcyclobutyl)amino)phthalazin-1-yl)-5-(trifluoromethyl)phenol